cyclobutyl-(phenyl)methanone C1(CCC1)C(=O)C1=CC=CC=C1